C(C)OC1=C(C=CC(=C1)C(F)(F)F)C=1C=C2CC(C(C2=CC1)NC(O[C@@H]1CN2CCC1CC2)=O)(C)C (S)-quinuclidin-3-yl (5-(2-ethoxy-4-(trifluoromethyl)phenyl)-2,2-dimethyl-2,3-dihydro-1H-inden-1-yl)carbamate